borazinetricarboxylic acid N1(B(N(BNB1)C(=O)O)C(=O)O)C(=O)O